C(C=C)OCC(C)OC(C)=O acetic acid-1-allyloxy-prop-2-yl ester